C(C)(C)(C)C(N(C(O)=O)[C@H]1[C@@H](CC=CC1)N(C(O)=O)C)C(C)(C)C.ClC1=C(C=C2C=C(N=CC2=C1)NC(=O)C1CC1)N1CCN(CC1)C1COC1 |r| N-(7-chloro-6-(4-(oxetan-3-yl)piperazin-1-yl)isoquinolin-3-yl)cyclopropanecarboxamide Rac-Di-tert-butyl-((trans)-cyclohex-4-ene-1,2-diyl)bis(methylcarbamate)